(2S,4S)-N-((S)-1-(2-Chlorophenyl)-2-((4,4-difluorocyclohexyl)amino)-2-oxoethyl)-1-(4-cyano-pyridin-2-yl)-N-(3-fluorophenyl)-4-hydroxy-5-oxopyrrolidine-2-carboxamide ClC1=C(C=CC=C1)[C@@H](C(=O)NC1CCC(CC1)(F)F)N(C(=O)[C@H]1N(C([C@H](C1)O)=O)C1=NC=CC(=C1)C#N)C1=CC(=CC=C1)F